C1=CC=CC=2C3=CC=CC=C3C(C12)CC(=O)N[C@@H](CC1=CC=CC=C1)[C@H](CN[C@@H](C)C1=CC=CC=C1)O |&1:17| 2-(9H-fluoren-9-yl)-N-((2SR-3S)-3-hydroxy-1-phenyl-4-(((S)-1-phenylethyl)amino)butan-2-yl)acetamide